BrC=1C(=C(NC1C)C1=C(C=CC=C1)OC)C(=O)O 4-bromo-2-(2-methoxyphenyl)-5-methyl-1H-pyrrole-3-carboxylic acid